((3S,7aS)-3-(hydroxymethyl)tetrahydro-1H-pyrrolizin-7a(5H)-yl)methyl benzoate C(C1=CC=CC=C1)(=O)OC[C@]12CCCN2[C@@H](CC1)CO